CC=1C=C(C=CC1N(C(CC)=O)C)C1=CC=C(C=C1)C(=O)NCC=1C=NC=CC1 3'-methyl-4'-(N-methylpropionamido)-N-(pyridin-3-ylmethyl)-[1,1'-biphenyl]-4-carboxamide